N1(CCCN(CCCN(CCC1)CC=1C(=C(C=C(C1)C)COC(CO)CO)O)CC=1C(=C(C=C(C1)C)COC(CO)CO)O)CC=1C(=C(C=C(C1)C)COC(CO)CO)O 2,2',2''-{1,5,9-triazacyclododecane-1,5,9-triyltris[methylene(2-hydroxy-5-methyl-3,1-phenylene)methyleneoxy]}tri(propane-1,3-diol)